C(=O)=C1NC(CCC1N1C(C2=CC=CC(=C2C1=O)C=NN1CCCCC1)=O)=C=O 2-(2,6-dicarbonylpiperidin-3-yl)-4-((piperidin-1-ylimino)methyl)isoindoline-1,3-dione